CC(C)COP(=S)(OCC(C)C)[S-].[Na+] Sodium Diisobutyl Dithiophosphinate